ClC1=C(C=CC=C1C1=NC=CC(=C1Cl)C1=NC(=C(C=C1)CN1CC(C1)OC)OC)NC1=NC=CC(=C1F)CNC1CCN(CC1)C(C)=O 1-(4-(((2-((2-chloro-3-(3'-chloro-6-methoxy-5-((3-methoxyazetidin-1-yl)methyl)-[2,4'-bipyridin]-2'-yl)phenyl)amino)-3-fluoropyridin-4-yl)methyl)amino)piperidin-1-yl)ethan-1-one